9-(1-((2-Bromo-6-chloropyridin-3-yl)amino)ethyl)-3-ethyl-4,7-dimethyl-3,4-dihydro-5H-pyrazolo[3,4-c]isoquinolin-5-one BrC1=NC(=CC=C1NC(C)C=1C=2C3=C(N(C(C2C=C(C1)C)=O)C)N(N=C3)CC)Cl